ClC=1C(=C(C=CC1)NCC(=O)N1[C@@H]2CC([C@H]([C@H]1C(=O)N[C@@H](C[C@@H]1C(NCC1)=O)\C=C(/S(=O)(=O)C)\F)CC2)(F)F)C (1S,3S,4S)-2-((3-chloro-2-methylphenyl)glycyl)-5,5-difluoro-N-((S,Z)-4-fluoro-4-(methylsulfonyl)-1-((R)-2-oxopyrrolidin-3-yl)but-3-en-2-yl)-2-azabicyclo[2.2.2]octane-3-carboxamide